rac-(E)-3-((7-bromo-3-butyl-3-ethyl-1,1-dioxido-5-phenyl-2,3,4,5-tetrahydro-1,5-benzothiazepin-8-yl)oxy)acrylic acid BrC=1C(=CC2=C(N(CC(CS2(=O)=O)(CC)CCCC)C2=CC=CC=C2)C1)O/C=C/C(=O)O